4-(carboxymethyl)-[1,1-biphenyl]-3-carboxylic acid C(=O)(O)CC1=C(C=C(C=C1)C1=CC=CC=C1)C(=O)O